tert-butyl ((1-(hydroxymethyl)cyclopropyl)methyl)carbamate OCC1(CC1)CNC(OC(C)(C)C)=O